FC(C1=NN=C(O1)C=1C=CC(=NC1)CN1C(N(C2=C1C=C(C(=C2)C2=CC(=CC=C2)F)F)C2CCN(CC2)C)=O)F 1-((5-(5-(difluoromethyl)-1,3,4-oxadiazol-2-yl)pyridin-2-yl)methyl)-6-fluoro-5-(3-fluorophenyl)-3-(1-methylpiperidin-4-yl)-1,3-dihydro-2H-benzo[d]imidazol-2-one